4-(2-aminoethyl)cyclohexylamine NCCC1CCC(CC1)N